COC(=O)C1=NC=C(C=C1C(=O)OC)CC 5-ethylpyridine-2,3-dicarboxylic acid dimethyl ester